5-(tert-butyldimethylsilyloxy)-1H-indoleTriethylamine [Si](C)(C)(C(C)(C)C)OC1=C(C=2C(=C(NC2C=C1)CCN)CCN)CCN